4-((5-nitrothiophen-2-yl)oxy)quinoline [N+](=O)([O-])C1=CC=C(S1)OC1=CC=NC2=CC=CC=C12